2-(ethyl(methyl)amino)-1-(2-(3-isopropyl-2-(8-methoxy-[1,2,4]triazolo[1,5-a]pyridin-6-yl)-1H-indol-5-yl)morpholino)ethanone C(C)N(CC(=O)N1CC(OCC1)C=1C=C2C(=C(NC2=CC1)C=1C=C(C=2N(C1)N=CN2)OC)C(C)C)C